imidazole-d4 [2H]C1=C(N(C(=N1)[2H])[2H])[2H]